C(C)OCCCOCCC(=O)O 3-(3-ethoxypropoxy)propionic acid